6-((tert-Butoxycarbonyl)amino)-7-methylcinnoline-1,2-dicarboxylic acid diethyl ester C(C)OC(=O)N1N(C=CC2=CC(=C(C=C12)C)NC(=O)OC(C)(C)C)C(=O)OCC